FC=1C(=C(C=O)C=CC1)C(C)(C)F 3-fluoro-2-(2-fluoropropan-2-yl)benzaldehyde